(S)-1-(5,6-dichloro-7-methoxy-9-methyl-9,11-dihydro-10H-pyrrolo[3,4-c]tetrazolo[1,5-a]quinolin-10-yl)-2-hydroxyethan-1-one ClC1=C(C(=CC=2C3=C(C=4N(C12)N=NN4)CN([C@H]3C)C(CO)=O)OC)Cl